(2S,3S,4S)-3-amino-4-methoxy-2-methylpyrrolidin N[C@H]1[C@@H](NC[C@@H]1OC)C